4-(2-(6-fluoro-1H-indol-3-yl)acetamido)-1-isopropylpiperidine-3-carboxylate FC1=CC=C2C(=CNC2=C1)CC(=O)NC1C(CN(CC1)C(C)C)C(=O)[O-]